1-(3-ethoxy-5-(trifluoromethyl)pyridin-2-yl)piperazine hydrochloride Cl.C(C)OC=1C(=NC=C(C1)C(F)(F)F)N1CCNCC1